(5-hydroxyl-1,3-dimethyl-1H-pyrazol-4-yl)[2-(methylsulfonyl)-4-(trifluoromethyl)phenyl]methanone OC1=C(C(=NN1C)C)C(=O)C1=C(C=C(C=C1)C(F)(F)F)S(=O)(=O)C